p-hydroxyphenyl-propionylaminobenzoic acid OC1=C(C(=C(C(=O)O)C=C1)NC(CC)=O)C1=CC=CC=C1